1-(2-fluoroethyl)-3-methoxy-1H-pyrazole-4-carboxylic acid methyl ester COC(=O)C=1C(=NN(C1)CCF)OC